B(OCOCCOC(C)=O)([O-])[O-] (2-acetoxyethoxy)-methyl borate